C(C1=CC=CC=C1)OC1=C(C(=CC2=C1C(C=C(O2)C2=CC=CC=C2)=O)OCC2=CC=CC=C2)OC 5,7-bis(benzyloxy)-6-methoxy-2-phenyl-4H-benzopyran-4-one